1,3-dihydroindolo[3,2-a]carbazole C1C=2C(=CCC1)N=C1C2C=2NC3=CC=CC=C3C2C=C1